FC(C=1C(=C(C=CC1)[C@@H](C)NC1=CN=NC2=CC=C(C=C12)N1CC(C1)OC)F)F (R)-N-(1-(3-(difluoromethyl)-2-fluorophenyl)ethyl)-6-(3-methoxyazetidin-1-yl)cinnolin-4-amine